NC1=C(C=C2C(=N1)C(C=1C(=CC=CC1O2)Cl)=O)OC2=CC=C(C=C2)N2C[C@@H](N(CC2)C(=O)OC(C)(C)C)C (S)-tert-butyl 4-(4-((2-amino-9-chloro-10-oxo-10H-chromeno[3,2-b]pyridin-3-yl)oxy)phenyl)-2-methylpiperazine-1-carboxylate